C(C)(C)(C)NC(=O)NC=1C=C2CN(C(N(C2=CC1)C(C)C1=CC=C(C=C1)Cl)=O)C 1-(tert-butyl)-3-(1-(1-(4-chlorophenyl)ethyl)-3-methyl-2-oxo-1,2,3,4-tetrahydroquinazolin-6-yl)urea